6-fluoro-N-(2-sulfamoylpyridin-4-yl)-2-(3-(trifluoromethyl)pyrrolidine-1-yl)quinoline-3-carboxamide FC=1C=C2C=C(C(=NC2=CC1)N1CC(CC1)C(F)(F)F)C(=O)NC1=CC(=NC=C1)S(N)(=O)=O